(1R,3aR,6aS)-2-((R)-2-fluoro-2-(3-fluorophenyl)propanoyl)-N-((S)-4-fluoro-3-oxo-1-((S)-2-oxopyrrolidin-3-yl)butan-2-yl)octahydrocyclopenta[c]pyrrole-1-carboxamide F[C@](C(=O)N1[C@H]([C@@H]2[C@H](C1)CCC2)C(=O)N[C@@H](C[C@H]2C(NCC2)=O)C(CF)=O)(C)C2=CC(=CC=C2)F